1-(5-(4-methoxyphenyl)-1,3,4-thiadiazol-2-yl)-3-(4-(trifluoromethoxy)phenyl)urea COC1=CC=C(C=C1)C1=NN=C(S1)NC(=O)NC1=CC=C(C=C1)OC(F)(F)F